FC(C1=CC=C(C=N1)C=1C=C2C(=CC=NC2=CC1)C(=O)O)(F)F 6-(6-(trifluoromethyl)pyridine-3-yl)quinoline-4-carboxylic acid